hydroxy-N-[5-oxo-3-phenyl-4-(propan-2-yl)-4,5-dihydro-1H-pyrazol-4-yl]carbamic acid tert-butyl ester C(C)(C)(C)OC(N(C1(C(=NNC1=O)C1=CC=CC=C1)C(C)C)O)=O